(R)-1-((7-Cyano-2-(3'-(7-(((R)-3-hydroxypyrrolidin-1-yl)methyl)-2-methylpyrido[3,2-d]pyrimidin-4-ylamino)-2,2'-dimethylbiphenyl-3-yl)benzo[d]oxazol-5-yl)methyl)pyrrolidin C(#N)C1=CC(=CC=2N=C(OC21)C=2C(=C(C=CC2)C2=C(C(=CC=C2)NC=2C1=C(N=C(N2)C)C=C(C=N1)CN1C[C@@H](CC1)O)C)C)CN1CCCC1